(2'-chloro-[1,1'-biphenyl]-2-yl)boric acid ClC1=C(C=CC=C1)C1=C(C=CC=C1)OB(O)O